FC=1C=C(C=CC1)C1=CC(=CC=C1)C(=O)C1=CC(=C(C=C1)N1C=NC(=C1)C)OC (3'-fluoro-[1,1'-biphenyl]-3-yl)(3-methoxy-4-(4-methyl-1H-imidazol-1-yl)phenyl)methanone